(S)-2-cyclopropyl-4-((1-(6-(trifluoromethyl)pyridin-3-yl)pyrrolidin-3-yl)methoxy)pyrimidine-5-carbonitrile C1(CC1)C1=NC=C(C(=N1)OC[C@@H]1CN(CC1)C=1C=NC(=CC1)C(F)(F)F)C#N